(S)-3-(4-((5-fluoro-2-methoxybenzamido)methyl)phenyl)-1-(1,1,1-trifluoropropan-2-yl)-5-(tritylamino)-1H-pyrazole-4-carboxamide FC=1C=CC(=C(C(=O)NCC2=CC=C(C=C2)C2=NN(C(=C2C(=O)N)NC(C2=CC=CC=C2)(C2=CC=CC=C2)C2=CC=CC=C2)[C@H](C(F)(F)F)C)C1)OC